BrC1=NC(=C(C(=O)N)C=C1)N1C(C[C@H](C1)CCCN1C(C2=CC=CC=C2C1=O)=O)(C)C (R)-6-bromo-2-(4-(3-(1,3-dioxoisoindolin-2-yl)propyl)-2,2-dimethylpyrrolidin-1-yl)nicotinamide